BrC=1C=C(C=C(C1)F)[C@@H](CO)N1C(C=C(C=C1)C=1C=C2C(=NNC2=CC1)C1=CN(C(C=C1)=O)C)=O (S)-1-(1-(3-bromo-5-fluorophenyl)-2-hydroxyethyl)-4-(3-(1-methyl-6-oxo-1,6-dihydropyridin-3-yl)-1H-indazol-5-yl)pyridin-2(1H)-one